C(O[C@@]1(C(OCC=2C(N3CC=4C(=NC=5C=CC=CC5C4CCS(N(C(C)C)C)(=O)=O)C3=CC21)=O)=O)CC)([O-])=O ((S)-4-ethyl-11-(2-(N-isopropylmethylsulfamoyl) ethyl)-3,14-dioxo-3,4,12,14-tetrahydro-1H-pyrano[3',4':6,7]indolizino[1,2-b]quinolin-4-yl) carbonate